C(C)(C)(C)C1=CC=C(CN2C=CC3=C(C=CC(=C23)C(=O)NC2CC3(CCC3)C2)C#N)C=C1 6-(1-(4-(tert-Butyl)benzyl)-4-cyano-1H-indol-7-carboxamido)spiro[3.3]heptan